(7-((4-(cyclohexylamino)-5-(trifluoromethyl)-7H-pyrrolo[2,3-d]pyrimidin-2-yl)amino)-2,3-dihydrobenzo-furan-4-yl)(morpholino)methanone C1(CCCCC1)NC=1C2=C(N=C(N1)NC1=CC=C(C=3CCOC31)C(=O)N3CCOCC3)NC=C2C(F)(F)F